tertbutyl (S)-4-(6-amino-5-fluoropyridin-3-yl)-2-ethylpiperazine-1-carboxylate NC1=C(C=C(C=N1)N1C[C@@H](N(CC1)C(=O)OC(C)(C)C)CC)F